3-(5-(((5-(((adamantan-1-yl)amino)methyl)pyridin-2-yl)methyl)amino)-2-methyl-4-oxoquinazolin-3(4H)-yl)piperidine-2,6-dione C12(CC3CC(CC(C1)C3)C2)NCC=2C=CC(=NC2)CNC2=C3C(N(C(=NC3=CC=C2)C)C2C(NC(CC2)=O)=O)=O